3-chloro-6-methoxy-1,2-benzothiazole 1,1-dioxide ClC1=NS(C2=C1C=CC(=C2)OC)(=O)=O